CC(C)C(C)CC=C The molecule is an alkene that is hex-1-ene substituted by methyl groups at positions 4 and 5 respectively. It has a role as a metabolite. It derives from a hydride of a 1-hexene.